nonan-5-yl 8-((3-((2-(methylamino)-3,4-dioxocyclobut-1-en-1-yl)amino)propyl)(8-oxo-8-((3-pentyloctyl)oxy)octyl)amino)octanoate CNC1=C(C(C1=O)=O)NCCCN(CCCCCCCC(=O)OC(CCCC)CCCC)CCCCCCCC(OCCC(CCCCC)CCCCC)=O